ClC=1C=C2C(=C3C4(NC(NC13)=O)CCCCC4)OC(=C2)CNCC=2N(C=CN2)C 5'-chloro-2'-({[(1-methyl-1H-imidazol-2-yl)methyl]amino}methyl)-7',8'-dihydro-6'H-spiro[cyclohexane-1,9'-furo[2,3-f]quinazoline]-7'-one